N-[(2RS)-1-(aminooxy)-3-(2,4-dimethylphenyl)propan-2-yl]-3-(3-chlorophenoxy)cinnoline-4-carboxamide NOC[C@@H](CC1=C(C=C(C=C1)C)C)NC(=O)C1=C(N=NC2=CC=CC=C12)OC1=CC(=CC=C1)Cl |r|